C(CCCCCCCCC)C(CC=1C=C(SC1)C1=C(C(=O)OCCCC)C(=C(C(=C1F)C(=O)OCCCC)C=1SC=C(C1)CC(CCCCCCCCCCCC)CCCCCCCCCC)F)CCCCCCCCCCCC dibutyl 2,5-bis(4-(2-decyltetradecyl) thiophen-2-yl)-3,6-difluoroterephthalate